trityl-(S)-glycidylether C(C1=CC=CC=C1)(C1=CC=CC=C1)(C1=CC=CC=C1)OC[C@@H]1CO1